N1(N=NN=C1)C[C@H]1C[C@H](NC1)COC1(N2C(N(C(CC1)C2)OS(=O)(=O)O)=O)C(=O)N [(2S,4S)-4-(1H-Tetrazol-1-ylmethyl)-pyrrolidin-2-yl]methyloxyl-7-oxo-6-(sulfooxy)-1,6-diazabicyclo[3.2.1]octan-2-carboxamid